4-(2-Ethoxy-6-(6-(((2-methoxyethyl)amino)methyl)-1-oxoisoindolin-2-yl)pyridin-4-yl)-3-(4-methyl-4H-1,2,4-triazol-3-yl)benzonitrile C(C)OC1=NC(=CC(=C1)C1=C(C=C(C#N)C=C1)C1=NN=CN1C)N1C(C2=CC(=CC=C2C1)CNCCOC)=O